C(#N)C1=NC=CC(=C1)OCC(=O)NC12CC(C1)(C2)NC(COC2=CC1=C(OC(O1)(F)F)C=C2)=O 2-[(2-cyanopyridin-4-yl)oxy]-N-(3-{2-[(2,2-difluoro-2H-1,3-benzodioxol-5-yl)oxy]acetamido}bicyclo[1.1.1]pentan-1-yl)acetamide